FC1=C(C=CC(=C1)C(F)(F)F)C1=C(N(N=N1)C)CN1N=CC=CC1=O 2-[[5-[2-fluoro-4-(trifluoromethyl)phenyl]-3-methyl-triazol-4-yl]methyl]pyridazin-3-one